CC1=C(C(=O)O)C=CC(=C1)O.COC(C1=CC=C(C=C1)O)=O methyl-4-hydroxybenzoate (Methyl-4-hydroxy benzoate)